Methyl 4-((3-fluoropyridin-4-yl)ethynyl)benzoate FC=1C=NC=CC1C#CC1=CC=C(C(=O)OC)C=C1